N4-(6-(4-(aminomethyl)-4-methylpiperidin-1-yl)-1H-pyrazolo[3,4-b]pyrazin-3-yl)-3-chloropyridine-2,4-diamine dihydrochloride Cl.Cl.NCC1(CCN(CC1)C1=CN=C2C(=N1)NN=C2NC2=C(C(=NC=C2)N)Cl)C